6-(6-(difluoromethyl)-3-(2-(3,3,3-trifluoro-2,2-dimethylpropyl)oxazol-5-yl)pyridin-2-yl)-2-methylisoindolin-1-one FC(C1=CC=C(C(=N1)C1=CC=C2CN(C(C2=C1)=O)C)C1=CN=C(O1)CC(C(F)(F)F)(C)C)F